C(C)O[Si](CCCCCCCCCC)(OCC)OCC 10-triethoxysilyl-decane